N-(5-((5-Cyano-4-(1-cyclopropyl-5-fluoro-6-methoxy-1H-indol-3-yl)pyrimidin-2-yl)amino)-2-((2-(dimethylamino)ethyl)(methyl)amino)-4-methoxyphenyl)acrylamide C(#N)C=1C(=NC(=NC1)NC=1C(=CC(=C(C1)NC(C=C)=O)N(C)CCN(C)C)OC)C1=CN(C2=CC(=C(C=C12)F)OC)C1CC1